C(C)OC(\C=C\C=C\C)=O ethylsorbate